indium tin oxide Indium zinc [Zn].[In].[Sn]=O.[In]